(5-(3-fluorophenyl)-3-(trifluoromethyl)cyclopent-1,3-dien-1-yl)methylamine FC=1C=C(C=CC1)C1C=C(C=C1CN)C(F)(F)F